C1=C2C=3C=C4C(=CC3NC2=CC=C1)NC=1C=CC=CC14 5,7-dihydro-indolo[2,3-B]carbazole